2,2'-thiobis(4-octyl-phenol) S(C1=C(C=CC(=C1)CCCCCCCC)O)C1=C(C=CC(=C1)CCCCCCCC)O